ClC=1C=C(C=C(C1)F)CCN1CC(C(C1)C)COC1=CC=C(C=C1)S(=O)(=O)C 1-[2-(3-chloro-5-fluorophenyl)ethyl]-3-[(4-methanesulfonylphenoxy)methyl]-4-methylpyrrolidine